2-Fluoro-4-((hydroxyimino)methyl)benzonitrile FC1=C(C#N)C=CC(=C1)C=NO